3-(4-methyl-1H-imidazol-1-yl)aniline CC=1N=CN(C1)C=1C=C(N)C=CC1